2,4-difluoro-5-formylbenzonitrile FC1=C(C#N)C=C(C(=C1)F)C=O